2-((7,8-Dichloro-1-methyl-2-oxo-1,2,3,4,5,6-hexahydroazepino[4,5-b]indol-10-yl)oxy)acetamide ClC1=C(C=C(C=2C3=C(NC12)CCNC(C3C)=O)OCC(=O)N)Cl